CNC1C(CCCC1)NC N1,N2-dimethyl-1,2-cyclohexanediamine